NC1=NC(N(C2=CC(=CC(=C12)CO)Cl)C=1C(=NC=CC1)C)=O 4-amino-7-chloro-5-(hydroxymethyl)-1-(2-methylpyridin-3-yl)quinazolin-2(1H)-one